rac-benzyl N-[4-[4-amino-2-(N-(2-amino-1-methyl-2-oxo-ethyl)-4-fluoro-anilino)thiazole-5-carbonyl]phenyl]carbamate NC=1N=C(SC1C(=O)C1=CC=C(C=C1)NC(OCC1=CC=CC=C1)=O)N(C1=CC=C(C=C1)F)[C@@H](C(=O)N)C |r|